5-[(2R)-4-(7-cyano-5-fluoro-1H-indole-1-carbonyl)-2-ethylpiperazin-1-yl]-2'-ethoxy-N-[(3R)-1-methylpyrrolidin-3-yl]-[2,3'-bipyridine]-6-carboxamide C(#N)C=1C=C(C=C2C=CN(C12)C(=O)N1C[C@H](N(CC1)C=1C=CC(=NC1C(=O)N[C@H]1CN(CC1)C)C=1C(=NC=CC1)OCC)CC)F